C(C)(C)(C)OC(N[C@@H]1[C@@H](OCC12CCN(CC2)C2=NC=C(N=C2)SC=2C=CC1=C(N(C(=N1)OC1=CC=CC=C1)COCC[Si](C)(C)C)C2Cl)C)=O tert-Butyl((3S,4S)-8-(5-((7-chloro-2-phenoxy-1-((2-(trimethylsilyl)ethoxy)methyl)-1H-benzo[d]imidazol-6-yl)thio)pyrazin-2-yl)-3-methyl-2-oxa-8-azaspiro[4.5]decan-4-yl)carbamate